(6S)-5-[2'-Fluoro-4'-methyl-2-(trifluoromethyl)[1,1'-biphenyl]-4-yl]-6-methyl-3,6-dihydro-2H-1,3,4-oxadiazin-2-on FC1=C(C=CC(=C1)C)C1=C(C=C(C=C1)C1=NNC(O[C@H]1C)=O)C(F)(F)F